CCCCCCCCCCCCCCCCCCOC[C@H](COP(=O)(O)OC[C@H](CO)O)OC(=O)CCCCCCCCC/C=C\CCCCCCCCCC 1-octadecyl-2-(11Z-docosenoyl)-glycero-3-phospho-(1'-sn-glycerol)